BrC[C@@H](C)OCCBr (R)-1-bromo-2-(2-bromoethoxy)propane